C1(CCCC1)NC1=CC=C(C=C1)[C@@H]1[C@@H](C[C@H]2[C@@H](N1C(C1=C(C=CC=C1C)F)=O)COC2)C(=O)NC=2C=C1C=NN(C1=CC2)C (2S,3R,4aS,7aR)-2-(4-(cyclopentylamino)phenyl)-1-(2-fluoro-6-methylbenzoyl)-N-(1-methyl-1H-indazol-5-yl)octahydrofuro[3,4-b]pyridine-3-carboxamide